F[B-](F)(F)F.COCCOCCOC1=CC=C(C=C1)C=C 2-(2-methoxyethoxy)ethoxy-4-vinylbenzene tetrafluoroborate